FC1=C(C(=CC=C1)C1=CC=CC=C1)C(=O)[O-] fluoro-[1,1'-biphenyl]-2-carboxylate